bis(cyanobenzene) dichloride [Cl-].[Cl-].C(#N)C1=CC=CC=C1.C(#N)C1=CC=CC=C1